NC1=C(C=CC=N1)S(=O)(=O)C 6-amino-5-(methylsulfonyl)pyridine